(1R,2R,5R,6R)-6-{5-[6-(12-amino-1-methyl-4,7,10-trioxa-1-azadodecyl)-2-methoxy-3-pyridyl]-6-chloro-1H-1,3,4-triazainden-2-yloxy}-4,8-dioxabicyclo[3.3.0]octan-2-ol NCCOCCOCCOCCN(C)C1=CC=C(C(=N1)OC)C=1N=C2N=C(NC2=CC1Cl)O[C@H]1[C@H]2OC[C@H]([C@H]2OC1)O